C(C1=CC=CC=C1)OC(=O)N1CCC(CC1)C[C@H](C(=O)O)NC(=O)OC(C)(C)C (R)-3-(1-((benzyloxy)carbonyl)piperidin-4-yl)-2-((tert-butoxycarbonyl)amino)propanoic acid